OCCOC1=C(C=C(C=C1C)C=1OC2=CC(=CC(=C2C(C1)=O)OC)OC)C 2-(4-(2-Hydroxyethoxy)-3,5-dimethylphenyl)-5,7-dimethoxy-4H-chromen-4-one